CC1(COC1)CO 3-methyl-3-hydroxymethyl-oxetan